N1(CCCC1)N1N=CN=N1 (pyrrolidin-1-yl)-2H-1,2,3,4-tetrazol